[[4-amino-5-[4-(difluoromethoxy)benzoyl]thiazol-2-yl]-(2,2-difluoro-1,3-benzodioxol-5-yl)amino]propanamide NC=1N=C(SC1C(C1=CC=C(C=C1)OC(F)F)=O)N(C1=CC2=C(OC(O2)(F)F)C=C1)C(C(=O)N)C